C(C)(C)(C)OC(=O)N1CC=2C=CC(=NC2CC1CCC(C)C)S(=O)(=O)Cl.NC=1C=CNC1C=1OC(=CC1)C 4-amino-5-(5-methylfuran-2-yl)pyrrole tert-butyl-2-(chlorosulfonyl)-7-isopentyl-7,8-dihydro-1,6-naphthyridine-6(5H)-carboxylate